FC(C(=O)O)(F)F.N1CC(C1)CN1C=CC2=CC(=CC(=C12)C1=C2C(=NC=C1)C=C(S2)CN2C(C1C(C1C2=O)(C)C)=O)Cl 3-((7-(1-(azetidin-3-ylmethyl)-5-chloro-1H-indol-7-yl)thieno[3,2-b]pyridin-2-yl)methyl)-6,6-dimethyl-3-azabicyclo[3.1.0]hexane-2,4-dione trifluoroacetate salt